Benzyl N-[(S)-(4,4-difluorocyclohexyl){5-[1-(2,2-difluoropropylcarbamoyl)-3,3-difluoro-propyl]-4-fluoro-1H-benzimidazol-2-yl}methyl]carbamate FC1(CCC(CC1)[C@H](NC(OCC1=CC=CC=C1)=O)C1=NC2=C(N1)C=CC(=C2F)C(CC(F)F)C(NCC(C)(F)F)=O)F